C(C)(C)OC1=NC=CC(=C1)CN (2-isopropoxypyridin-4-yl)methylamine